8-(benzyloxy)-2,6,6,9-tetramethyl-6H-benzo[c]chromen-3-yl triflate O(S(=O)(=O)C(F)(F)F)C1=C(C=C2C3=C(C(OC2=C1)(C)C)C=C(C(=C3)C)OCC3=CC=CC=C3)C